C1N(CCC2=CC=CC=C12)C[C@H](CN1C(C2=CC=C(C=C2CC1)CCC)=O)O 2-((2R)-3-(3,4-dihydro-1H-isoquinolin-2-yl)-2-hydroxy-propyl)-6-propyl-3,4-dihydroisoquinolin-1-one